C1(CCCCC1)COC(=O)C1CC2C(CC1)O2 cyclohexylmethyl-3,4-epoxycyclohexylformate